2'-O-TBDMS-cytidine [Si](C)(C)(C(C)(C)C)O[C@H]1[C@@H](O[C@@H]([C@H]1O)CO)N1C(=O)N=C(N)C=C1